C[Fe]C1(C(=C(C(=C1C)C)C)C)C methyl-(pentamethylcyclopentadienyl)iron(II)